[Ti].C(CCCCCO)O.C(CCCCCO)O di(hexane-1,6-diol) titanium